ClC1=CC(=CS1)C(=O)NCC1=NC(=NO1)C=1N(C2=CC=CC(=C2C1)N[C@H]1[C@H](CN(CC1)C)F)CC(F)(F)F 5-chloro-N-{[3-(4-{[(3S,4R)-3-fluoro-1-methylpiperidin-4-yl]amino}-1-(2,2,2-trifluoroethyl)-1H-indol-2-yl)-1,2,4-oxadiazol-5-yl]methyl}thiophene-3-carboxamide